NC1=C(C=C(C=C1)C(C)=O)C 1-(4-amino-3-methylphenyl)ethanone